tert-butyl 4-((1-(tert-butoxycarbonyl)pyrrolidin-3-yl)(6-cyano-2H-indazol-2-yl)methyl)-5-methoxy-7-methyl-1H-indole-1-carboxylate C(C)(C)(C)OC(=O)N1CC(CC1)C(C1=C2C=CN(C2=C(C=C1OC)C)C(=O)OC(C)(C)C)N1N=C2C=C(C=CC2=C1)C#N